ClC=1C(=NC(=NC1C1=C2C=NNC2=CC=C1C)C1=CC=CC=C1)C(=O)N 5-chloro-6-(5-methyl-1H-indazol-4-yl)-2-phenyl-pyrimidine-4-carboxamide